(S or R)-2-(4-((R or S)-1-(((R)-((R)-8-cyano-1,2,3,4-tetrahydroquinoxalin-2-yl)(phenyl)methyl)amino)propan-2-yl)phenyl)propanoic acid C(#N)C=1C=CC=C2NC[C@@H](NC12)[C@@H](C1=CC=CC=C1)NC[C@H](C)C1=CC=C(C=C1)[C@@H](C(=O)O)C |o1:21,29|